FC=1C=C2C3=C(NC2=CC1)[C@H]1[C@H]2N(C(C3)=O)C[C@H](C2)C1 (2S,12R,12aS)-8-fluoro-2,3,6,11,12,12a-hexahydro-2,12-methanopyrrolo[1',2':1,2]azepino[4,5-b]indol-5(1H)-one